2-(L-prolyl)-2,6-diazaspiro[3.6]decan N1[C@@H](CCC1)C(=O)N1CC2(C1)CNCCCC2